3-(1,1-difluoro-2-hydroxyethyl)-4-fluoro-N-(4-methyl-3-(2-morpholino-6-(2-((tetrahydro-2H-pyran-2-yl)oxy)ethoxy)pyridin-4-yl)phenyl)benzamide FC(CO)(F)C=1C=C(C(=O)NC2=CC(=C(C=C2)C)C2=CC(=NC(=C2)OCCOC2OCCCC2)N2CCOCC2)C=CC1F